1,3-dimethyl-1,3-diphenyl-1,3-disilacyclobutane C[Si]1(C[Si](C1)(C1=CC=CC=C1)C)C1=CC=CC=C1